BrC=1C(=NC=C(C1N1C[C@@](CC1)(C)NC(OC(C)(C)C)=O)C=O)Cl tert-butyl (S)-(1-(3-bromo-2-chloro-5-formylpyridin-4-yl)-3-methylpyrrolidin-3-yl)carbamate